1,3-diphenoxy-2-propanol methacrylate C(C(=C)C)(=O)OC(COC1=CC=CC=C1)COC1=CC=CC=C1